FC1=C(C=CC(=C1)F)N1N=C(C(C1(C(=O)NCCCC(CO)(C)C)C)C=1N(C=CC1)C)C1=CC=C(C=C1)F 1-(2,4-difluorophenyl)-3-(4-fluorophenyl)-N-(5-hydroxy-4,4-dimethylpentyl)-5-methyl-4-(1-methyl-1H-pyrrol-2-yl)-4,5-dihydro-1H-pyrazole-5-carboxamide